(2S)-4-(5-(3-((4-bromo-2-((S)-3-carboxybutanoyl)-7-chloro-6-methoxy-3-methylisoindolin-5-yl)oxy)propoxy)-6-methoxyisoindolin-2-yl)-2-methyl-4-oxobutanoic acid BrC1=C2C(N(CC2=C(C(=C1OCCCOC=1C=C2CN(CC2=CC1OC)C(C[C@@H](C(=O)O)C)=O)OC)Cl)C(C[C@H](C)C(=O)O)=O)C